BrC1=C(C=C2C=C(N(C2=C1)S(=O)(=O)C1=CC=C(C)C=C1)CNC(OC(C)(C)C)=O)OC(F)(F)F tert-butyl ((6-bromo-1-tosyl-5-(trifluoromethoxy)-1H-indol-2-yl)methyl)carbamate